4-bromo-N-(5-(trifluoromethyl)benzo[d]isothiazol-3-yl)benzamide BrC1=CC=C(C(=O)NC2=NSC3=C2C=C(C=C3)C(F)(F)F)C=C1